4-(3-((2-(6-methoxypyridin-3-yl)-2,3-dihydrobenzo[b][1,4]dioxin-6-yl)methyl)-3H-imidazo[4,5-b]pyridin-6-yl)morpholine COC1=CC=C(C=N1)C1COC2=C(O1)C=CC(=C2)CN2C=NC=1C2=NC=C(C1)N1CCOCC1